C(N)(=N)N1CCN(CC1)COC(C1=CC=CC=C1)=O [(4-carbamimidoylpiperazin-1-yl)methyl]benzoate